FC=1C=C2C(=CNC2=C(C1)F)C=O 5,7-difluoro-1H-indole-3-carbaldehyde